ClC1=C(C=CC=C1)[C@H]1CC[C@H](N1C(C1=CN=C(C=C1)C1=CC=C(C=C1)F)=O)C(=O)O (2S,5R)-5-(2-chlorophenyl)-1-(6-(4-fluorophenyl)nicotinoyl)pyrrolidine-2-carboxylic acid